C(CCCCCCCCCCCC=CCCCCCC)(=O)OCCCCCCCCCCCCCCCCCCC(=O)O 19-(eicosa-13-enoyloxy)-nonadecanoic acid